FC1=C(C=CC(=C1F)F)CC=O 2-(2,3,4-trifluorophenyl)acetaldehyde